(S)-6-chloro-2-(1-(2-isopropoxyphenyl)pyrrolidin-3-yloxy)quinoline ClC=1C=C2C=CC(=NC2=CC1)O[C@@H]1CN(CC1)C1=C(C=CC=C1)OC(C)C